para-fluorostyrene FC1=CC=C(C=C)C=C1